1,4-dioctylbenzene C(CCCCCCC)C1=CC=C(C=C1)CCCCCCCC